CC1(COCC1C)N1CCC(CC1)C=1C=C2C=C(N=CC2=CC1C)NC(=O)C1CC12CCOCC2 N-(6-(1-(3,4-dimethyltetrahydrofuran-3-yl)piperidin-4-yl)-7-methylisoquinolin-3-yl)-6-oxaspiro[2.5]octane-1-carboxamide